4-(diindolylamino)cyclohexanone N1C(=CC2=CC=CC=C12)N(C1CCC(CC1)=O)C=1NC2=CC=CC=C2C1